ClC1=NN(C=C1N(C(CCS(=O)CCC(F)(F)F)=O)CC)C=1C=NC=CC1 (+)-N-[3-chloro-1-(3-pyridinyl)-1H-pyrazol-4-yl]-N-ethyl-3-[(3,3,3-trifluoropropyl)sulfinyl]-propanamide